(4-{[2-(acetylamino)pyridin-4-yl]oxy}-3-fluorophenyl)-1-(2-fluorophenyl)-4-methyl-5-oxo-4,5-dihydro-1H-1,2,4-triazole-3-carboxamide C(C)(=O)NC1=NC=CC(=C1)OC1=C(C=C(C=C1)NC(=O)C1=NN(C(N1C)=O)C1=C(C=CC=C1)F)F